6-chloro-1,5-dimethyl-1,2-dihydro-3H-pyrazolo[3,4-b]pyridin-3-one ClC1=C(C=C2C(=N1)N(NC2=O)C)C